N-Cyclopropyl-2-[(5,6-diphenyl-1,2,4-triazin-3-yl)sulfanyl]propenamide C1(CC1)NC(C(=C)SC=1N=NC(=C(N1)C1=CC=CC=C1)C1=CC=CC=C1)=O